6-(1-(Fluoromethyl)cyclopropyl)-2-methyl-8-morpholinopyrido[4,3-d]pyrimidin-7(6H)-one FCC1(CC1)N1C=C2C(N=C(N=C2)C)=C(C1=O)N1CCOCC1